[Si](C)(C)(C(C)(C)C)O[C@@H]([C@@H](C(=O)O)NC(=O)OCC1C2=CC=CC=C2C=2C=CC=CC12)C |r| rac-(2S,3R)-3-[tert-butyl(dimethyl)silyl]oxy-2-(9H-fluoren-9-ylmethoxycarbonylamino)butanoic acid